3-Sulphamoylbenzamide S(N)(=O)(=O)C=1C=C(C(=O)N)C=CC1